[Br-].C(CC)[NH2+]CCCCCCCCCC propyl-N-decylammonium bromide